C1(CC1)N1N=C(C=2C(=NC=CC21)NCC2=C(C=C(C=C2)OC)OC)C=2C(=C1CCN(C1=CC2)C(CC2=C(C=CC(=C2)C(F)(F)F)F)=O)F 1-(5-(1-cyclopropyl-4-((2,4-dimethoxybenzyl)amino)-1H-pyrazolo[4,3-c]pyridin-3-yl)-4-fluoroindolin-1-yl)-2-(2-fluoro-5-(trifluoromethyl)phenyl)ethan-1-one